ClC1=C(C=C2C=C(N=CC2=C1)NC(=O)C1CC12CCOCC2)N2CCN(CC2)C2(COCC2C#N)C rac-N-(7-chloro-6-(4-(4-cyano-3-methyltetrahydrofuran-3-yl)piperazin-1-yl)isoquinolin-3-yl)-6-oxaspiro[2.5]octane-1-carboxamide